ClC=1C=C(C=C(C1)Cl)C=1SC2=C(N1)CC[C@@]1([C@H]3CC[C@]4([C@H]([C@@H]3CCC12)CCC4=O)C)C (5aR,5bS,7aS,10aS,10bR)-2-(3,5-dichloro-phenyl)-5a,7a-dimethyl-4,5,5a,5b,6,7,7a,9,10,10a,10b,11,12,12a-tetradecahydro-8H-cyclopenta[7,8]phenanthro[2,1-d]thiazol-8-one